6-methoxy-1-methyl-2-oxo-4-[4-(3-phenyl-1,2,4-oxadiazol-5-yl)piperidin-1-yl]-1,2-dihydroquinoline-3-carbonitrile COC=1C=C2C(=C(C(N(C2=CC1)C)=O)C#N)N1CCC(CC1)C1=NC(=NO1)C1=CC=CC=C1